hydroxyethoxy-3-aminopyrazolo[1,5-a]pyridine OCCOC1=NN2C(C=CC=C2)=C1N